C(#N)C1=C(C=C(C=C1)N1[C@H](O[C@@H](C1)COC1=CC=C(C=C1)NC(=O)NC)C(F)(F)F)C(F)(F)F 1-(4-(((2R,5S)-3-(4-cyano-3-(trifluoromethyl)phenyl)-2-(trifluoromethyl)oxazolidin-5-yl)methoxy)phenyl)-3-methylurea